N[C@]1(C[C@H](CC1)O)C(=O)O (1R,3S)-1-AMINO-3-HYDROXYCYCLOPENTANECARBOXYLIC ACID